N-(diphenylmethylene)-3-(2-(trifluoromethoxy)pyridin-4-yl)bicyclo[4.2.0]oct-1(6),2,4-trien-2-amine C1(=CC=CC=C1)C(=NC=1C=2CCC2C=CC1C1=CC(=NC=C1)OC(F)(F)F)C1=CC=CC=C1